CC1=CC=C(C=C1)N1C2=CC=CC=C2SC=2C=CC=CC12 10-(4-methylphenyl)phenothiazine